2-(2-(4-((3-(2,3-Difluoro-4-methoxyphenyl)imidazo[1,2-a]pyrazin-8-yl)amino)-2-fluoro-6-methylbenzamido)ethoxy)-N,N,N-trimethylethan-1-aminium hydrogen carbonate C(O)([O-])=O.FC1=C(C=CC(=C1F)OC)C1=CN=C2N1C=CN=C2NC2=CC(=C(C(=O)NCCOCC[N+](C)(C)C)C(=C2)C)F